3-((4-(1-(1-((2-chloro-4-(trifluoromethyl)phenyl)carbamoyl)cyclobutyl)-1H-pyrazol-4-yl)piperidin-1-yl)methyl)azetidine-1-carboxylic acid tert-butyl ester C(C)(C)(C)OC(=O)N1CC(C1)CN1CCC(CC1)C=1C=NN(C1)C1(CCC1)C(NC1=C(C=C(C=C1)C(F)(F)F)Cl)=O